{4-[6-amino-5-(2,6-dichloro-benzyloxy)-pyridin-3-yl]-phenyl}-methanol NC1=C(C=C(C=N1)C1=CC=C(C=C1)CO)OCC1=C(C=CC=C1Cl)Cl